3-((12-(2,4,6-trifluorophenyl)dodecyl)oxy)propyl hydrogen ((((R)-1-(6-amino-9H-purin-9-yl)propan-2-yl)oxy)methyl)phosphonate NC1=C2N=CN(C2=NC=N1)C[C@@H](C)OCP(OCCCOCCCCCCCCCCCCC1=C(C=C(C=C1F)F)F)(O)=O